OCCCC1=C(N(C2=CC=CC(=C12)C)C)C1=C(C=CC2=CC=CC=C12)O 1-(3-(3-hydroxypropyl)-1,4-dimethyl-1H-indol-2-yl)naphthalen-2-ol